(4E)-11,11-dimethoxy-4-undecenyltrimethylphosphonium iodide [I-].COC(CCCCC/C=C/CCC[P+](C)(C)C)OC